2-(2-chloro-3'-(7-cyano-5-formylbenzo[d]oxazol-2-yl)-2'-methylbiphenyl-3-ylcarbamoyl)-1,6-dimethyl-6,7-dihydro-1H-imidazo[4,5-c]pyridine-5(4H)-carboxylic acid tert-butyl ester C(C)(C)(C)OC(=O)N1CC2=C(CC1C)N(C(=N2)C(NC=2C(=C(C=CC2)C2=C(C(=CC=C2)C=2OC1=C(N2)C=C(C=C1C#N)C=O)C)Cl)=O)C